4-(2,3-dichloro-6-methoxyphenyl)piperidine-2-carboxamide ClC1=C(C(=CC=C1Cl)OC)C1CC(NCC1)C(=O)N